C1(CCC1)OC=1C=C2C=C(NC2=CC1)CNCCCCOCCNC=1C=2C=NNC2C=C(C1)C=1C=NOC1 N-(2-(4-(((5-cyclobutoxy-1H-indol-2-yl)methyl)amino)butoxy)ethyl)-6-(isoxazol-4-yl)-1H-indazol-4-amine